C1(CC1)C1=C(C(=NO1)C1=C(C=CC=C1C)C)CO[C@H]1[C@@H]2C(N[C@H](C1)C2)=O (1S,4R,5R)-5-[[5-cyclopropyl-3-(2,6-dimethylphenyl)-1,2-oxazol-4-yl]methoxy]-2-azabicyclo[2.2.1]heptan-3-one